p-toluenediazonium sulfate S(=O)(=O)([O-])[O-].CC1=CC=C(C=C1)[N+]#N.CC1=CC=C(C=C1)[N+]#N